tertiary butyl peroxylaurate C(CCCCCCCCCCC)(=O)OOC(C)(C)C